ClC1=CC=C(C(=N1)\N=C\1/NCCOC1)I (3Z)-N-(6-chloro-3-iodopyridin-2-yl)morpholin-3-imine